C(#C)C=1C(=C(NC=2C3=C(N=CN2)C=CC(=N3)N3CC2(CCN2C(C=C)=O)C3)C=CC1)F 1-[6-[4-(3-ethynyl-2-fluoro-anilino)pyrido[3,2-d]pyrimidin-6-yl]-1,6-diazaspiro[3.3]heptan-1-yl]prop-2-en-1-one